C(C)(C)(C)OC(=O)N1CCC(=CC1)C1=NC=C(C=C1)Br 5-Bromo-3',6'-dihydro-[2,4'-bipyridine]-1'(2'H)-carboxylic acid tert-butyl ester